1-ethyl-2,3-dimethylimidazolium tetrachloroaluminate Cl[Al-](Cl)(Cl)Cl.C(C)N1C(=[N+](C=C1)C)C